NC=1C(=NC(=CN1)C1=NC=CC(=N1)C=1C=NN(C1)CC(F)(F)F)C(=O)N[C@@H]1CNCCC1 (S)-3-amino-N-(piperidin-3-yl)-6-(4-(1-(2,2,2-trifluoroethyl)-1H-pyrazol-4-yl)pyrimidin-2-yl)pyrazine-2-carboxamide